2,2'-diselenodiacetic acid C(C[Se][Se]CC(=O)O)(=O)O